6,7-dimethoxy-2-[6-(2-pyridyl)-3-pyridyl]-3,4-dihydro-1H-isoquinoline COC=1C=C2CCN(CC2=CC1OC)C=1C=NC(=CC1)C1=NC=CC=C1